FC(CC(C(=O)NC1=NC=CC(=C1)C1=C(C=2N=NC=CC2N1)C1=NC=CC=C1)C1=CC=C(C=C1)F)F 4,4-difluoro-2-(4-fluorophenyl)-N-{4-[7-(pyridin-2-yl)-5H-pyrrolo[3,2-c]pyridazin-6-yl]pyridin-2-yl}butanamide